4-[4-(trifluoromethyl)phenoxy]piperidine FC(C1=CC=C(OC2CCNCC2)C=C1)(F)F